8-[(2,4-Dimethoxyphenyl)methyl]-3-methyl-6,7-dihydropyridazino[4,3-b][1,4]oxazine COC1=C(C=CC(=C1)OC)CN1C2=C(OCC1)C=C(N=N2)C